C(OCC1(CCC=2N(C1)N=C(C2)C2=NC=C(C=C2)F)F)(=S)SC O-((6-fluoro-2-(5-fluoropyridin-2-yl)-4,5,6,7-tetrahydropyrazolo[1,5-a]pyridin-6-yl)methyl) S-methyl carbonodithioate